C(C)(C)(C)C1C(CCCC1)CC(=O)[O-] o-t-Butylcyclohexylacetate